BrC1=CC(=C2C(=NC=NC2=C1)NC1=CC(=CC(=C1)OCCC(F)(F)F)C)N1CCC2(CC2)CC1 7-bromo-N-(3-methyl-5-(3,3,3-trifluoropropoxy)phenyl)-5-(6-azaspiro[2.5]octan-6-yl)quinazolin-4-amine